OC1=C(CNC(C=C)=O)C(=C(C(=C1O)O)CNC(C=C)=O)C(=O)O N-(2,3,4-trihydroxy-5-acrylamidomethyl-6-carboxybenzyl)acrylamide